ClC=1C=C2C=NC(=NC2=CC1N1CC2CCC(C1)C2(O)C)NC=2C=NN(C2)C2CC2 (8-syn)-3-{6-chloro-2-[(1-cyclopropyl-1H-pyrazol-4-yl)amino]quinazolin-7-yl}-8-methyl-3-azabicyclo[3.2.1]octan-8-ol